CN1C=C(C2=CC=CC=C12)CC(=O)N[C@H]1C[C@H](CCC1)NC1=CC(=NC2=CC=CC=C12)C(F)(F)F 2-(1-methyl-1H-indol-3-yl)-N-[(1R,3S)-3-{[2-(trifluoromethyl)quinolin-4-yl]amino}cyclohexyl]acetamide